(E)-5-fluoro-N-(2-methoxy-5-(4-(4-(4-oxopent-2-enoyl)piperazin-1-yl)quinazolin-6-yl)pyridin-3-yl)pyridine-2-sulfonamide FC=1C=CC(=NC1)S(=O)(=O)NC=1C(=NC=C(C1)C=1C=C2C(=NC=NC2=CC1)N1CCN(CC1)C(\C=C\C(C)=O)=O)OC